C(C)(C)(C)[Si](OCC=1C=C2CN(CC2=CC1)C=1C=NC(=CC1)[N+](=O)[O-])(C)C tert-butyl-dimethyl-[[2-(6-nitro-3-pyridyl)isoindolin-5-yl]methoxy]silane